3-Methylglucose Distearate C(CCCCCCCCCCCCCCCCC)(=O)O.C(CCCCCCCCCCCCCCCCC)(=O)O.C[C@]([C@H](C=O)O)(O)[C@H](O)[C@H](O)CO